ClC1=C(C=C(N=N1)C=1C(NC(NC1)=O)=O)[C@@H]1[C@H](C1)COCC 5-(6-chloro-5-((1S,2S)-2-(ethoxymethyl)cyclopropyl)Pyridazin-3-yl)-1H-pyrimidine-2,4-dione